butyl 3-mercaptoazetidine-1-carboxylate SC1CN(C1)C(=O)OCCCC